FC1=CC(=C(C=C1F)N1CN(C(C2=CC(=CC=C12)C(F)(F)F)=O)C1=C(NC(C=C1)=O)C)C 1-(4,5-difluoro-2-methylphenyl)-3-(2-methyl-6-oxo-1,6-dihydropyridin-3-yl)-6-(trifluoromethyl)-2,3-dihydroquinazolin-4(1H)-one